1,6-dimethyl-4-[(3R,4S)-3-methyl-4-{[4-(trifluoromethoxy)phenyl]amino}piperidin-1-yl]-2-oxo-1,2-dihydro-1,5-naphthyridine-3-carbonitrile CN1C(C(=C(C2=NC(=CC=C12)C)N1C[C@H]([C@H](CC1)NC1=CC=C(C=C1)OC(F)(F)F)C)C#N)=O